C(=O)C([C@H](N)C(=O)O)O 3-formyl-L-serine